COC(=O)C1=C(C=NC=C1)NCC1CCCC2=CC(=CC(=C12)OC)OC 3-{[(6,8-dimethoxy-1,2,3,4-tetrahydronaphthalen-1-yl)methyl]amino}pyridine-4-carboxylic acid methyl ester